FC1=C(C=C(C=C1)\C=N\N(C1=NS(C2=C1C=CC=C2)(=O)=O)CCOC)OC N-[(E)-(4-Fluoro-3-methoxy-phenyl)methylenamino]-N-(2-methoxyethyl)-1,1-dioxo-1,2-benzothiazol-3-amin